6-(6-((tert-butyldimethylsilyl)ethynyl)-4-methylpyridin-3-yl)-4-chloro-7-methyl-7H-pyrrolo[2,3-d]pyrimidine [Si](C)(C)(C(C)(C)C)C#CC1=CC(=C(C=N1)C1=CC2=C(N=CN=C2Cl)N1C)C